N-(2-(4-Cyanothiazolidin-3-yl)-2-oxoethyl)-6-(3,6-dihydro-2H-pyran-4-yl)quinoline-4-carboxamide C(#N)C1N(CSC1)C(CNC(=O)C1=CC=NC2=CC=C(C=C12)C=1CCOCC1)=O